N-(5'-chloro-[2,3'-bipyridin]-5-yl)-4-(2-methyl-6,7-dihydropyrazolo[1,5-a]pyrimidin-4(5H)-yl)-4-oxobutanamide ClC=1C=C(C=NC1)C1=NC=C(C=C1)NC(CCC(=O)N1C=2N(CCC1)N=C(C2)C)=O